(p-toluenesulfonyloxymethyl)methane CC1=CC=C(C=C1)S(=O)(=O)OCC